Cyclopropyl-((3aR,6aS)-5-(2,5-dichloropyrimidin-4-yl)-3a,6a-dimethylhexahydropyrrolo[3,4-c]pyrrol-2(1H)-yl)methanone C1(CC1)C(=O)N1C[C@@]2(CN(C[C@@]2(C1)C)C1=NC(=NC=C1Cl)Cl)C